L-1,8-diamino-3,6-dioxaoctane NCCOCCOCCN